tert-butyl (2R,3S)-3-amino-2-(((tert-butyldimethylsilyl)oxy)methyl)pyrrolidine-1-carboxylate N[C@@H]1[C@@H](N(CC1)C(=O)OC(C)(C)C)CO[Si](C)(C)C(C)(C)C